di(methyl)ethyl(iso-propoxy)silane C[Si](OC(C)C)(CC)C